C[N+](CC(CCCCCCCCCC)O)(C)[O-] dimethyl-(2-hydroxydodecyl)amine oxide